5-chloro-6-[(2-(trifluoromethyl)pyridin-3-yl)thio]-1,3-dihydro-2H-imidazo[4,5-b]pyrazin-2-one ClC=1N=C2C(=NC1SC=1C(=NC=CC1)C(F)(F)F)NC(N2)=O